C(CCCN1N=CC=C(C1=O)C1=CC=C(C=C1)F)N1N=CC=C(C1=O)C1=CC=C(C=C1)F 2,2'-(butane-1,4-diyl)bis(4-(4-fluorophenyl)pyridazin-3(2H)-one)